OC1=C(C(=O)C2=NC3=CC=C(C=C3C(N2)=O)N)C=CC=C1 2-(2-hydroxybenzoyl)-6-amino-4(3H)-quinazolinone